S(=[Se])([O-])S(=O)[O-] seleno-dithionite